(pyrimidin-2-yl)methanone N1=C(N=CC=C1)C=O